ClC1=C(C(=CC(=C1)F)C)NC(=O)C1=CN=C(S1)NC1=NC(=NC(=C1)N1CCN(CC1)CCO)C N-(2-chloro-4-fluoro-6-methylphenyl)-2-[[6-[4-(2-hydroxyethyl)-1-piperazinyl]-2-methyl-4-pyrimidinyl]amino]-5-thiazolecarboxamide